ClC=1C=C(C=NC1)C(C)OC1=CC(=CC=2N1C(=CN2)C#N)C=2N=NN(C2C)C2CCNCC2 5-[1-(5-Chloro-3-pyridyl)ethoxy]-7-[5-methyl-1-(4-piperidyl)triazol-4-yl]imidazo[1,2-a]pyridine-3-carbonitrile